CS(=O)(=O)OC1CCN(C2(CC2)C1)C(=O)OC(C)(C)C tert-Butyl 7-((methylsulfonyl)oxy)-4-azaspiro[2.5]octane-4-carboxylate